dibenzyl(chloromethyl) phosphate P(=O)(OC(Cl)(CC1=CC=CC=C1)CC1=CC=CC=C1)([O-])[O-]